N-(1-cyclopentyl-1H-pyrazol-4-yl)-5-(furan-2-yl)isoxazole-3-carboxamide C1(CCCC1)N1N=CC(=C1)NC(=O)C1=NOC(=C1)C=1OC=CC1